1-(9-(4-methoxybenzyl)-2-(6-methylpyridin-2-yl)-9H-purin-6-yl)-1H-pyrrolo[3,2-c]pyridin-4-ylamine COC1=CC=C(CN2C3=NC(=NC(=C3N=C2)N2C=CC=3C(=NC=CC32)N)C3=NC(=CC=C3)C)C=C1